1,1',1''-((propane-1,2,3-triyltris(oxy))tris(methylene))tris(3-((E)-2-(thiophen-2-yl)vinyl)-1H-pyrazole) C(C(COCN1N=C(C=C1)\C=C\C=1SC=CC1)OCN1N=C(C=C1)\C=C\C=1SC=CC1)OCN1N=C(C=C1)\C=C\C=1SC=CC1